ClC=1C=C(C=CC1O)NC=1C(NC(C1C1=C(C=CC=C1)[N+](=O)[O-])=O)=O 3-(3-chloro-4-hydroxyphenyl-amino)-4-(2-nitrophenyl)-1H-pyrrole-2,5-dione